tert-butyl (3R,4R)-4-((1-(3-(2,4-dioxotetrahydropyrimidin-1(2H)-yl)-4-methoxybenzoyl)piperidin-4-yl)oxy)-3-fluoropiperidine-1-carboxylate O=C1N(CCC(N1)=O)C=1C=C(C(=O)N2CCC(CC2)O[C@H]2[C@@H](CN(CC2)C(=O)OC(C)(C)C)F)C=CC1OC